2-[(4-bromo-2,6-difluoro-phenyl)-methoxy-methylene]Malononitrile BrC1=CC(=C(C(=C1)F)C(=C(C#N)C#N)OC)F